FC=1C=C(C=CC1)C1N(CC(C1)C)C(=O)C12CC(C1)(C2)CN2N=CC1=CC(=CC=C21)C#N 1-((3-(2-(3-fluorophenyl)-4-methylpyrrolidine-1-carbonyl)-bicyclo[1.1.1]pentan-1-yl)-methyl)-1H-indazole-5-carbonitrile